CC(CC(=O)OC1=C2N(N=CC1=O)[C@H]([C@@H]1N(C2=O)CCC1)[C@H](C1=CC=CC=C1)C1=C(C(=CC=C1)F)F)C (9aR,10S)-10-((R)-(2,3-difluorophenyl)(phenyl)methyl)-3,5-dioxo-3,5,8,9,9a,10-hexahydro-7H-pyrrolo[1',2':4,5]pyrazino[1,2-b]pyridazin-4-yl 3-methylbutanoate